2-chloro-N-(2,3-dihydrobenzo[b][1,4]dioxin-6-yl)benzo[d]thiazole-5-carboxamide ClC=1SC2=C(N1)C=C(C=C2)C(=O)NC2=CC1=C(OCCO1)C=C2